FC([C@@H](C)N1N=C(C(=C1)NC=O)OC1COC1)F |r| racemic-N-[1-[2,2-difluoro-1-methyl-ethyl]-3-(oxetan-3-yloxy)pyrazol-4-yl]carboxamide